3,4-Difluoro-2-(2-fluoro-4-iodoanilino)-5-[[3-Fluoro-2-(2-methoxyethylsulfamoylamino)pyridin-4-yl]methyl]-N-[(2-Methylpropan-2-yl)Oxy]Benzamide FC=1C(=C(C(=O)NOC(C)(C)C)C=C(C1F)CC1=C(C(=NC=C1)NS(NCCOC)(=O)=O)F)NC1=C(C=C(C=C1)I)F